C(C1=CC=CC=C1)[P] phenmethyl-phosphorus